NC1C[C@H]2CC[C@@H](C1)N2C2=NC(=C(C(=N2)C(=O)N)C2=C(C(=CC=C2)Cl)Cl)C 2-((1R,5S)-3-amino-8-azabicyclo[3.2.1]Oct-8-yl)-5-(2,3-dichlorophenyl)-6-methylpyrimidine-4-carboxamide